N-hydroxy-6-oxohexanamide ONC(CCCCC=O)=O